tert-butyl (7-fluoro-2-thioxo-2,3,4,5-tetrahydro-1H-1-benzazepin-4-yl)carbamate FC=1C=CC2=C(CC(CC(N2)=S)NC(OC(C)(C)C)=O)C1